O=C1NC2=NC3=C(N=C2C(N1)=O)C=C(C=C3)C(=O)O 2,4-dioxo-1,2,3,4-tetrahydrobenzo[g]pteridine-7-carboxylic acid